CN1C([C@@](CC1)(C(=O)O)CC#C)=O |r| Racemic-1-methyl-2-oxo-3-(prop-2-yn-1-yl)pyrrolidine-3-carboxylic acid